BrC1C(C(CN(C1)C(=O)OC(C)(C)C)(C)C)=O tert-butyl 5-bromo-3,3-dimethyl-4-oxopiperidine-1-carboxylate